CC1(OB(OC1(C)C)C1=CC=C(C=C1)C=1C=NN(C1)CC(=O)N1CCC(CC1)CN1CCN(CC1)C(=O)OC(C)(C)C)C tert-butyl 4-((1-(2-(4-(4-(4,4,5,5-tetramethyl-1,3,2-dioxaborolan-2-yl)phenyl)-1H-pyrazol-1-yl)acetyl)piperidin-4-yl)methyl)piperazine-1-carboxylate